sodium silicate calcium salt [Ca+2].[Si]([O-])([O-])([O-])O.[Na+]